S(=O)(=O)(C1=CC=C(C)C=C1)N1C=C(C=C1)C(=O)O 1-tosyl-1H-pyrrole-3-carboxylic acid